FC(C)(F)N1N=C(C=C1)S(=O)(N)=NC(NC1=C2C(=NC3=C1CCC3)[C@@H](CC2)C)=O 1-(1,1-Difluoroethyl)-N'-(((R)-3-methyl-1,2,3,5,6,7-hexahydrodicyclopenta[b,e]pyridin-8-yl)carbamoyl)-1H-pyrazole-3-sulfonimidamide